ClCC1=C(C(=CN=N1)N1C(NC(CC1)=O)=O)F 1-(6-(Chloromethyl)-5-fluoropyridazin-4-yl)dihydropyrimidine-2,4(1H,3H)-dione